COC1=NC(=CC=C1)C=C 2-methoxy-6-vinyl-pyridine